tert-butyl 4-[5-chloro-4-[1-(2,4-dichloro-5-fluoro-phenyl)ethylamino]pyrimidin-2-yl]piperazine-1-carboxylate ClC=1C(=NC(=NC1)N1CCN(CC1)C(=O)OC(C)(C)C)NC(C)C1=C(C=C(C(=C1)F)Cl)Cl